CC(CC1C(=C(C(=O)O)C=CC1(Cl)N)N)C 2-methylpropyl-2,4-diamino-4-chlorobenzoic acid